CC1=C(C=NC=C1)C=1C=CC=C2N=CCN(C12)C1=NC=CC=C1 8-(4-methylpyridin-3-yl)-N-(pyridin-2-yl)quinoxaline